5,7-dibromo-1-isopropyl-1H-pyrazolo[4,3-b]pyridine BrC1=CC(=C2C(=N1)C=NN2C(C)C)Br